(R)-3-((S)-3-(3-(2-(((benzyloxy)carbonyl)amino)ethoxy)phenyl)-1-(tert-butoxy)-1-oxopropane-2-yl)pyrrolidine-1-carboxylic acid tert-butyl ester C(C)(C)(C)OC(=O)N1C[C@H](CC1)[C@@H](C(=O)OC(C)(C)C)CC1=CC(=CC=C1)OCCNC(=O)OCC1=CC=CC=C1